OCCNCCNC(N)=O 3-(2-((2-hydroxyethyl)amino)ethyl)urea